COC(=O)C1=C(C2=C(OC(O2)(OC)[C@@H]2CC[C@H](CC2)N(C)C(=O)OC(C)(C)C)C(=C1)C=1C=NC(=CC1)N1C[C@@H](O[C@@H](C1)C)C)OC methyl-2-(trans-4-((tert-butoxycarbonyl)(methyl)amino)cyclohexyl)-7-(6-((2S,6R)-2,6-dimethylmorpholino)pyridin-3-yl)-2,4-dimethoxybenzo[d][1,3]dioxole-5-carboxylate